BrC1=C(C(=C(NC)C(=C1)Cl)[N+](=O)[O-])C 4-Bromo-6-chloro-N,3-dimethyl-2-nitroaniline